(S)-1-(5-chloro-3-fluoropyridin-2-yl)-4-(4-fluorobenzyl)-3-((1s,3R)-3-hydroxycyclobutyl)piperazine-2,5-dione ClC=1C=C(C(=NC1)N1C([C@@H](N(C(C1)=O)CC1=CC=C(C=C1)F)C1CC(C1)O)=O)F